BrC1=C(C(=C(C(=C1[2H])[2H])[2H])I)[2H] 1-bromo-3-iodobenzene-2,4,5,6-d4